Butyloctanoic Acid CCCCCCC(CCCC)C(=O)O